[1,4-benzenedithiol] [2-(tert-butylamino) ethyl methacrylate] C(C)(C)(C)NCCC=C(C(=O)O)C.C1(=CC=C(C=C1)S)S